FC=1C=C(C=CC1F)CC1=CC(=NO1)C(=O)NCCC1=CNC2=CC=C(C=C12)F 5-[(3,4-difluorophenyl)methyl]-N-[2-(5-fluoro-1H-indol-3-yl)ethyl]isoxazole-3-carboxamide